N-benzylbenzothiazole chloride [Cl-].C(C1=CC=CC=C1)N1CSC2=C1C=CC=C2